4-(7-(4-chloro-2-fluorophenyl)-1-oxo-3,4-dihydro-isoquinolin-2(1H)-yl)-3,6-dihydropyridine-1(2H)-carboxylic acid tert-butyl ester C(C)(C)(C)OC(=O)N1CCC(=CC1)N1C(C2=CC(=CC=C2CC1)C1=C(C=C(C=C1)Cl)F)=O